(2S,3S)-2-{(3R)-3-[(tert-Butoxycarbonyl)amino]-2-oxopyrrolidin-1-yl}-3-methylpentanoic acid methyl ester COC([C@H]([C@H](CC)C)N1C([C@@H](CC1)NC(=O)OC(C)(C)C)=O)=O